BrC1=CC(=C(C(=O)NC)C(=C1)NCC1=CC=C(C=C1)OC)Cl 4-bromo-2-chloro-6-((4-methoxybenzyl)amino)-N-methylbenzamide